BrC1=CC(=C(C=C1)[C@H](C(C)C)N1C[C@@H](N(C[C@H]1C)C=1C=2N=C(N(C2N2C(N1)=NN=C2)C[C@H]2OCCC2)C)C)F 4-((2S,5R)-4-((S)-1-(4-bromo-2-fluorophenyl)-2-methylpropyl)-2,5-dimethylpiperazin-1-yl)-2-methyl-1-(((S)-tetrahydrofuran-2-yl)methyl)-1H-[1,2,4]triazolo[3,4-b]purine